C(C)(C)(C)OC1CCC(CC1)C1(N=CC2=C(N1)C(=CN=C2N)C(F)(F)F)N 2-((1R,4R)-4-(tert-butoxy)cyclohexyl)-8-(trifluoromethyl)pyrido[4,3-d]pyrimidine-2,5-diamine